2-(4-bromophenyl)-1,3,5-triphenyl-2,5-dihydro-1H-pyrrole-2-carboxylic acid methyl ester COC(=O)C1(N(C(C=C1C1=CC=CC=C1)C1=CC=CC=C1)C1=CC=CC=C1)C1=CC=C(C=C1)Br